ClC1=C(C(=C(C(=C1[2H])[2H])[2H])[2H])C1=C(C(=C(C=2N(C3=C(C(=C(C(=C3C12)[2H])[2H])[2H])[2H])C1=C(C(=C(C(=C1[2H])[2H])[2H])[2H])[2H])[2H])[2H])[2H] 4-(2-chlorophenyl-3,4,5,6-d4)-9-(phenyl-d5)-9H-carbazole-1,2,3,5,6,7,8-d7